Sodium (S)-{8-fluoro-2-[4-(3-methoxyphenyl)-piperazine-1-yl]-3-[2-methoxy-5-(trifluoromethyl)phenyl]-3,4-dihydroquinazolineyl}acetate monohydrate O.FC=1C=CC=C2[C@@H](N(C(=NC12)N1CCN(CC1)C1=CC(=CC=C1)OC)C1=C(C=CC(=C1)C(F)(F)F)OC)CC(=O)[O-].[Na+]